N-(3-imino-3-morpholinopropyl)-1-methyl-4-(1-methyl-4-nitro-1H-pyrrole-2-carboxamido)-1H-pyrrole-2-carboxamide N=C(CCNC(=O)C=1N(C=C(C1)NC(=O)C=1N(C=C(C1)[N+](=O)[O-])C)C)N1CCOCC1